CC1=CC=NC=2CCC(C(C12)=O)(C=1N=NC(=CC1)C)C 4,6-dimethyl-6-(6-methylpyridazin-3-yl)-5-oxo-5,6,7,8-tetrahydroquinolin